C(C)(C)(C)OC(=O)N1CCC2(C[C@@H](OC2=O)CCN2CCN(CC2)C2=C(C=CC=C2)C(C)C)CC1 (R)-3-(2-(4-(2-isopropylphenyl)piperazin-1-yl)ethyl)-1-oxo-2-oxa-8-azaspiro[4.5]decane-8-carboxylic acid tert-butyl ester